BrC=1C=C(C(=NC1)NC)Cl 5-Bromo-3-chloro-N-methylpyridin-2-amine